C(CC)[C-]1C=CC=C1.[C-]1(C=CC=C1)CCC.[Fe+2] 1,1'-dipropylferrocene